3-((trifluoromethoxy)methyl)-1-(4-(trifluoromethyl)benzyl)piperazine FC(OCC1CN(CCN1)CC1=CC=C(C=C1)C(F)(F)F)(F)F